C1(=CC=CC=C1)NC(=O)NC1=CC=C(C=C1)C(F)(F)F 1-phenyl-3-(4-trifluoromethylphenyl)urea